[OH-].C(C1=CC=CC=C1)[N+]12CCC(CC1)CC2 benzylquinuclidinium hydroxide